ClC1=C(C(=C(NC=2C3=C(N=CN2)C=NC(=C3)C3CN(C3)C(C=C)=O)C=C1)F)F 1-[3-[4-(4-chloro-2,3-difluoro-anilino)pyrido[3,4-d]pyrimidin-6-yl]azetidin-1-yl]prop-2-en-1-one